NC1=C(C2=C(S1)C(CC2)C(F)(F)F)C(=O)C2=C(C=CC=C2F)F [2-amino-6-(trifluoromethyl)-5,6-dihydro-4H-cyclopenta[b]thiophen-3-yl](2,6-difluorophenyl)methanone